1,4-dibromomethyl-2,5-dibutyloxybenzene BrCC1=C(C=C(C(=C1)OCCCC)CBr)OCCCC